FC(C(/C(=C(/C(C(C(F)(F)F)(F)F)(F)F)\C(F)(F)F)/F)(C(F)(F)F)F)(F)F (E)-1,1,1,2,3,5,5,6,6,7,7,7-dodecafluoro-2,4-bis(trifluoromethyl)-3-heptene